6-bromo-2,3-naphthyridone BrC=1C=C2C=NNC(C2=CC1)=O